Natrium ethanethiolat C(C)[S-].[Na+]